2-((1-(2-(3,3-dimethylpyrrolidin-1-yl)-3,6-dimethyl-4-oxo-3,4-dihydroquinazolin-8-yl)ethyl)amino)benzoic acid CC1(CN(CC1)C1=NC2=C(C=C(C=C2C(N1C)=O)C)C(C)NC1=C(C(=O)O)C=CC=C1)C